Cl.C(C)C12[C@@H]([C@H](C(CC1)CC2)N)C(=O)N ethyl-(2S,3S)-3-aminobicyclo[2.2.2]octane-2-carboxamide hydrochloride